FC1=C(C=C(C=C1)F)[C@@H]1N(CCC1)C=1N=C2C(=CC=NC2=CC1)N(C)C (R)-6-(2-(2,5-difluorophenyl)pyrrolidin-1-yl)-N,N-dimethyl-1,5-naphthyridin-4-amine